OCC1=C(CNC(=O)C=2N=CN(C2)C2=NC(=NC=C2C)NC2CCOCC2)C=CC=C1C N-(2-(hydroxy-methyl)-3-methylbenzyl)-1-(5-methyl-2-((tetrahydro-2H-pyran-4-yl)amino)-pyrimidin-4-yl)-1H-imidazole-4-carboxamide